N-[(1R)-1-(5-Methylpyrazin-2-yl)ethyl]-3-(5-methyl-1,3-thiazol-2-yl)-5-(prop-2-yn-1-yloxy)benzamide CC=1N=CC(=NC1)[C@@H](C)NC(C1=CC(=CC(=C1)OCC#C)C=1SC(=CN1)C)=O